Decylstyrol C(CCCCCCCCC)C=CC1=CC=CC=C1